ClC=1C=C(C=CC1F)NC1=NC=NC2=CC(=C(C=C12)NC1=C(C(=C(C(=C1S(=O)C)F)F)F)F)O[C@@H]1COCC1 N4-(3-chloro-4-fluorophenyl)-N6-(2,3,4,5-tetrafluoro-6-(methylsulfinyl)phenyl)-7-(((S)-tetrahydrofuran-3-yl)oxy)quinazoline-4,6-diamine